FC(C1=NC(=NC(=N1)C(F)(F)F)N1[C@H](C=2NC3=CC=C(C=C3C2CC1)Cl)C[C@@H](CCCC(C)(O)C)C)(F)F (6R)-7-{(1S)-2-[4,6-bis(trifluoromethyl)-1,3,5-triazin-2-yl]-6-chloro-2,3,4,9-tetrahydro-1H-pyrido[3,4-b]indol-1-yl}-2,6-dimethylheptan-2-ol